tert-butyl (S)-((7-(((3-aminopropyl)amino)methyl)imidazo[1,2-b]pyridazin-2-yl)(4,4-difluorocyclohexyl)methyl)carbamate NCCCNCC1=CC=2N(N=C1)C=C(N2)[C@H](C2CCC(CC2)(F)F)NC(OC(C)(C)C)=O